(S)-3-amino-6-(2-fluoro-5-(1-(2,2,2-trifluoroethyl)-1H-pyrazol-4-yl)phenyl)-N-(4-azaspiro[2.5]octan-6-yl)pyrazine-2-carboxamide NC=1C(=NC(=CN1)C1=C(C=CC(=C1)C=1C=NN(C1)CC(F)(F)F)F)C(=O)N[C@@H]1CNC2(CC2)CC1